[N+]12(CCC(CC1)CC2)[O-] quinuclidine 1-oxide